(s)-acrylate C(C=C)(=O)[O-]